(R)-8-(4-chloro-3,5-difluoro-1H-indole-2-carbonyl)hexahydropyrazino[2,1-c][1,4]oxazin-4(3H)-one ClC1=C2C(=C(NC2=CC=C1F)C(=O)N1C[C@@H]2COCC(N2CC1)=O)F